4-((1R,5S)-3,8-diazabicyclo[3.2.1]octan-3-yl)-6-chloro-8-fluoro-7-(4-fluoro-1H-indol-3-yl)-2-((tetrahydro-1H-pyrrolizin-7a(5H)-yl)methoxy)quinazoline [C@H]12CN(C[C@H](CC1)N2)C2=NC(=NC1=C(C(=C(C=C21)Cl)C2=CNC1=CC=CC(=C21)F)F)OCC21CCCN1CCC2